C(C)(C)(C)P(C1=C(C=CC=C1)C1=CC=CC=C1)C(C)(C)C 2-(Di-t-butylphosphino)biphenyl